CC=1C=C2C=NN(C2=CC1C1C[C@@H]2[C@@H](CN(C2)C2CCOCC2)C1)C=1C=NN(C1)C 5-methyl-1-(1-methyl-1H-pyrazol-4-yl)-6-((3aR,5s,6aS)-2-(tetrahydro-2H-pyran-4-yl)octahydrocyclopenta[c]pyrrol-5-yl)-1H-indazole